O(CC)C(C(=O)O)OCC ethoxyl-ethoxyl-acetic acid